3,3-Difluoro-4-iodoindolin-2-one FC1(C(NC2=CC=CC(=C12)I)=O)F